C(N)(=N)C=1C=C(SC1)CNC(=O)[C@H]1[C@H](C[C@@H](C1)OC)C(CNC(C1=CC=C(C=C1)OC1=CC=CC=C1)=O)=O N-(2-((1S,2R,4S)-2-(((4-carbamimidoylthiophen-2-yl)methyl)carbamoyl)-4-methoxycyclopentyl)-2-oxoethyl)-4-phenoxybenzamide